N1C(NC(NC1=O)=O)=O 1,3,5(1H,3H,5H)triazine-2,4,6-trion